2,2-diethyl-6-[3-(4-hydroxyphenyl)-1,2,4-oxadiazol-5-yl]chroman-4-one C(C)C1(OC2=CC=C(C=C2C(C1)=O)C1=NC(=NO1)C1=CC=C(C=C1)O)CC